(R)-7-(sec-butoxy)-N-(1-cyclopropyl-2-oxo-1,2-dihydropyridin-3-yl)-2-(1-methyl-2-oxabicyclo[2.1.1]hexan-4-yl)imidazo[1,2-a]pyrimidine-6-carboxamide [C@@H](C)(CC)OC1=NC=2N(C=C1C(=O)NC=1C(N(C=CC1)C1CC1)=O)C=C(N2)C21COC(C2)(C1)C